BrC1=C(N(C2=CC=CC=C2)C2=CC(=CC=C2)C(C)(C)C)C=CC=C1 2-bromo-N-(3-(tert-butyl)phenyl)-N-phenylaniline